4-[[(3S,8aS)-1,4-dioxo-2,3,6,7,8,8a-hexahydropyrrolo[1,2-a]pyrazin-3-yl]methyl]imidazole-1-carboxylate O=C1[C@H]2N(C([C@@H](N1)CC=1N=CN(C1)C(=O)[O-])=O)CCC2